C1(=CC=CC=C1)C1NC=NC(=C1)C1=CC=CC=C1 4,6-diphenyl-3,4-dihydropyrimidine